FC1=C(NC2=NC(=C3NC=NC3=N2)O)C=CC=C1 2-(2-fluoroanilino)-6-hydroxypurine